[N+]=1(C(=CC=CC1)O)[O-] 2-PYRIDINOL-N-OXID